4-(6-(bis(2-hydroxyethyl)amino)-2-(bis(2-methoxyethyl)amino)-8-(4-methoxypiperidin-1-yl)pyrimido[5,4-d]pyrimidin-4-yl)-1-methylpiperazine-2,6-dione OCCN(C=1N=C(C=2N=C(N=C(C2N1)N1CC(N(C(C1)=O)C)=O)N(CCOC)CCOC)N1CCC(CC1)OC)CCO